C1(CC1)[C@@H]1N(CCN(C1)C=1N=NC=CN1)C(=O)OC(C)(C)C tert-butyl (S)-2-cyclopropyl-4-(1,2,4-triazin-3-yl)piperazine-1-carboxylate